NC1=C(C=C(N=N1)C1=C(C=CC=C1)O)N1CC2CCC(C1)N2C2=CC(=NC=C2)OC2CC(C2)OC2CCNCC2 2-(6-amino-5-(8-(2-((1r,3r)-3-(piperidin-4-yloxy)cyclobutoxy)pyridin-4-yl)-3,8-diazabicyclo[3.2.1]octan-3-yl)pyridazin-3-yl)phenol